N-(2-methoxyethyl)-3-methyl-5-(8-(trifluoromethyl)quinolin-5-yl)cyclohexanamine COCCNC1CC(CC(C1)C1=C2C=CC=NC2=C(C=C1)C(F)(F)F)C